OC[C@@H](CC12CC(C1)(C2)C)NC(OC(C)(C)C)=O tert-Butyl N-[(1R)-1-(hydroxymethyl)-2-(3-methyl-1-bicyclo[1.1.1]pentanyl) ethyl]carbamate